cholest-5-en-3β,7α-diol-d7 C(C(C([2H])([2H])[2H])(CCC[C@@H](C)[C@H]1CC[C@H]2[C@@H]3[C@@H](C=C4C[C@H](CC[C@]4(C)[C@H]3CC[C@]12C)O)O)[2H])([2H])([2H])[2H]